C(C)(C)(C)OC(=O)NC1=C2C(=C(N(C2=CC=C1)C1=CC=C(C=C1)F)C(C)C)C1=CC=C(C(=O)OC(C)(C)C)C=C1 tert-butyl 4-(4-((tert-butoxycarbonyl)amino)-1-(4-fluorophenyl)-2-isopropyl-1H-indol-3-yl)benzoate